(R)-2-(2-((3'-(1-aminoethyl)-5-(1-oxa-7-azaspiro[3.5]nonan-7-yl)-[1,1'-biphenyl]-3-yl)methoxy)phenyl)acetic acid N[C@H](C)C=1C=C(C=CC1)C1=CC(=CC(=C1)N1CCC2(CCO2)CC1)COC1=C(C=CC=C1)CC(=O)O